N2,N2,N6,N6-tetrakis(2-methoxyethyl)-8-(4-methoxypiperidin-1-yl)-N4-methyl-N4-(pyridin-2-ylmethyl)pyrimido[5,4-d]pyrimidine-2,4,6-triamine COCCN(C=1N=C(C2=C(N1)C(=NC(=N2)N(CCOC)CCOC)N2CCC(CC2)OC)N(CC2=NC=CC=C2)C)CCOC